(R)-N-(2-bromo-3-fluoro-4-morpholinophenyl)-5-(piperidin-3-ylamino)pyrazolo[1,5-a]pyrimidine-3-carboxamide trifluoroacetate salt FC(C(=O)O)(F)F.BrC1=C(C=CC(=C1F)N1CCOCC1)NC(=O)C=1C=NN2C1N=C(C=C2)N[C@H]2CNCCC2